C(C1=CC=CC=C1)C1=C2N(C=C(N1)C1=C(C=CC=C1)F)C(C(=N2)CC=2OC(=CC2)CC)=O 8-benzyl-2-((5-ethylfuran-2-yl)methyl)-6-(2-fluorophenyl)imidazo[1,2-a]pyrazin-3(7H)-one